CC1=CC(=NO1)CCC(=O)O 3-(5-methylisoxazol-3-yl)propanoic acid